O[C@H](COC=1C=C(C=CC1)S(=O)(=O)NC)CN[C@@H]1COC2(C1)CCN(CC2)S(=O)(=O)C=2C=NN(C2C)C2=CC=CC=C2 3-((S)-2-hydroxy-3-((S)-8-(5-methyl-1-phenyl-1H-pyrazol-4-ylsulfonyl)-1-oxa-8-azaspiro[4.5]dec-3-ylamino)propoxy)-N-methylbenzenesulfonamide